ClC=1C=C(OCC(=O)NC23CC(C2)(C3)C=3OC(=NN3)C3(CCC3)OC(F)(F)F)C=CC1 2-(3-chlorophenoxy)-N-[3-[5-[3-cis-(trifluoromethoxy)cyclobutyl]-1,3,4-oxadiazol-2-yl]-1-bicyclo[1.1.1]pentanyl]acetamide